[N+](=O)([O-])Br bromonitrate